(2-diethylamino-ethyl)-carboxylic acid tert-butyl ester C(C)(C)(C)OC(=O)CCN(CC)CC